NC1=NC2=CC(=CC=C2C=C1Cl)O[C@H]1CC[C@]2([C@@H]1O[C@H]([C@@H]2O)N2C=CC1=C2N=CN=C1N)O (2R,3R,3aS,6S,6aR)-6-((2-amino-3-chloroquinolin-7-yl)oxy)-2-(4-amino-7H-pyrrolo[2,3-d]pyrimidin-7-yl)hexahydro-3aH-cyclopenta[b]furan-3,3a-diol